ClC1=C(C=CC=C1)N1C(NC(CC1)=O)=O 4-chloro-3-(2,4-dioxotetrahydropyrimidin-1(2H)-yl)benzene